BrC1=CC=C2C=3C=CC(=CC3N(C2=C1)C1=CC=CC=C1)N1C2=CC=C(C=C2C=2C=C(C=CC12)C)C 7-bromo-3',6'-dimethyl-9-phenyl-9H-2,9'-bicarbazole